(S)-8-(2-amino-6-((R)-1-(5-chloro-4'-methyl-[1,1'-biphenyl]-2-yl)-2,2,2-trifluoroethoxy)pyrimidin-4-yl)-2,8-diazaspiro[4.5]decane-3-carboxylic acid NC1=NC(=CC(=N1)N1CCC2(C[C@H](NC2)C(=O)O)CC1)O[C@@H](C(F)(F)F)C1=C(C=C(C=C1)Cl)C1=CC=C(C=C1)C